2-((((4-nitrophenoxy)carbonyl)oxy)methyl)-7-oxo-7-(tridecan-7-yloxy)heptyl (9Z,12Z)-octadeca-9,12-dienoate C(CCCCCCC\C=C/C\C=C/CCCCC)(=O)OCC(CCCCC(OC(CCCCCC)CCCCCC)=O)COC(=O)OC1=CC=C(C=C1)[N+](=O)[O-]